(R)-3-(4-amino-5-bromo-6-(thiazol-2-yl)pyridin-2-yl)-5-(3-hydroxypyrrolidin-1-yl)benzonitrile NC1=CC(=NC(=C1Br)C=1SC=CN1)C=1C=C(C#N)C=C(C1)N1C[C@@H](CC1)O